ClC1=C(C=C(C(=C1)F)C1=C(C(=C(C(=C1F)F)F)F)F)S[C@H](C(=O)N1[C@@H](CCC1)C(=O)OC)C methyl ((S)-2-((4-chloro-2',3',4',5',6,6'-hexafluoro-[1,1'-biphenyl]-3-yl)thio)propanoyl)-L-prolinate